C1=CC=CC=2C3=CC=CC=C3C(C12)COC(=O)N[C@H](C(=O)O)CC1=CC=C(C=C1)C(F)(F)F (2S)-2-[9H-fluoren-9-ylmethoxycarbonylamino]-3-[4-(trifluoromethyl)phenyl]propionic acid